NC=1C(N(C(N(N1)C1=CC(=C(C(=C1)C)CC1=CC=C2C(=N1)C(=CN2S(=O)(=O)C2=CC=C(C=C2)C)C(C)C)C)=O)COCC2=CC=CC=C2)=O 6-amino-4-(benzyloxymethyl)-2-[4-[[3-isopropyl-1-(p-tolylsulfonyl)pyrrolo[3,2-b]pyridine-5-yl]methyl]-3,5-dimethyl-phenyl]-1,2,4-triazine-3,5-dione